NC=1C=C2CC(CC2=CC1)(C(=O)OC)C(C)C Methyl 5-amino-2-isopropyl-2,3-dihydro-1H-indene-2-carboxylate